4-((4-bromophenyl)diazenyl)-N,N-dibutylaniline BrC1=CC=C(C=C1)N=NC1=CC=C(N(CCCC)CCCC)C=C1